FC=1C=C2C(NC=3CCCC(C3C2=CC1F)N(C(=O)C=1NC2=CC(=C(C=C2C1)F)C(F)F)C)=O N-(8,9-difluoro-6-oxo-1,2,3,4,5,6-hexahydrophenanthridin-1-yl)-6-(difluoromethyl)-5-fluoro-N-methyl-1H-indole-2-carboxamide